ethyl (3S)-3-(5-bromopyridin-3-yl)-3-[(2S)-2-{[(tert-butoxy)carbonyl]amino}-4-methylpentanamido]propanoate BrC=1C=C(C=NC1)[C@H](CC(=O)OCC)NC([C@H](CC(C)C)NC(=O)OC(C)(C)C)=O